NCCC#CC1=CC=CN1 5-(4-aminobut-1-yn-1-yl)-1H-pyrrol